5-fluoro-1-[2-(6-trifluoromethyl-imidazo[1,2-a]pyridin-3-yl)-pyrimidin-4-yl]-piperidine-3-carboxylic acid FC1CC(CN(C1)C1=NC(=NC=C1)C1=CN=C2N1C=C(C=C2)C(F)(F)F)C(=O)O